C1(=CC=CC=C1)C(=O)SSSSSSC(C(=S)[S-])CCC phenylcarbonylthiothiothiothiothiothiothiothiovalerate